Tri(tertiary butoxy)silanol C(C)(C)(C)O[Si](O)(OC(C)(C)C)OC(C)(C)C